FC(C1=CC=C(C=C1)C(=O)C1=CNC2=CC=CC=C2C1C1=CC=CC=C1)(F)F (4-trifluoromethylphenyl)(4-phenyl-1,4-dihydroquinolin-3-yl)methanone